([(ethane-1,2-diyl) prop-1-yn-3,1-diyl]-6-methoxy-3,1-phenylene) dimethyl dicarbonate C(OCCCC#CC=1C=C(C(=CC1)OC)OC(OC)=O)(OC)=O